5-(cyclopenten-1-yl)-N-[3-fluoro-4-[[6-methoxy-7-(2-methoxyethoxy)-1,5-naphthyridin-4-yl]oxy]phenyl]-4-hydroxy-2,6-dimethylpyridine-3-carboxamide C1(=CCCC1)C=1C(=C(C(=NC1C)C)C(=O)NC1=CC(=C(C=C1)OC1=CC=NC2=CC(=C(N=C12)OC)OCCOC)F)O